N1(CCNCCC1)C(=O)OC(C)(C)C tert-butyl 1,4-diazepan-1-carboxylate